(-)-(1-(3-amino-4-fluorophenyl)-3-cyclopropyl-1-((R)-1,1-dimethylethylsulfinamido)propyl)benzamide NC=1C=C(C=CC1F)C(CCC1CC1)(N[S@](=O)C(C)(C)C)C1=C(C(=O)N)C=CC=C1